(2S)-4-[3-fluoro-5-isobutyl-2-(2H-tetrazol-5-yl)phenyl]-2-methyl-1-[(4-methyl-2-pyridyl)-methyl]piperazine FC=1C(=C(C=C(C1)CC(C)C)N1C[C@@H](N(CC1)CC1=NC=CC(=C1)C)C)C=1N=NNN1